CC=1C2=C(N=C(N1)S(=O)(=O)C)C(NC=C2C)=O 4,5-dimethyl-2-(methylsulfonyl)-7H,8H-pyrido[3,4-d]pyrimidin-8-one